(1-Cyano-2-ethoxy-2-oxoethylidenaminooxy)dimethylamino-morpholinocarbenium hexafluorophosphate F[P-](F)(F)(F)(F)F.C(#N)C(C(=O)OCC)=NO[C+](N1CCOCC1)N(C)C